tert-butyl 4-(5-((3-((5-(ethoxycarbonyl)-2-methylpyridin-3-yl)amino)-1-methyl-1H-pyrazolo[3,4-d]pyrimidin-6-yl)amino)pyridin-2-yl)piperazine-1-carboxylate C(C)OC(=O)C=1C=C(C(=NC1)C)NC1=NN(C2=NC(=NC=C21)NC=2C=CC(=NC2)N2CCN(CC2)C(=O)OC(C)(C)C)C